6-amino-4-benzyl-1,4-benzothiazin-3-one NC=1C=CC2=C(N(C(CS2)=O)CC2=CC=CC=C2)C1